[Si](C)(C)(C(C)(C)C)OCC[C@H](C)N1N=C(C=2C=NC(=CC21)Cl)C#C[C@H]2N(CCC2)C 1-((S)-4-((tert-butyldimethylsilyl)oxy)but-2-yl)-6-chloro-3-(((S)-1-methylpyrrolidin-2-yl)ethynyl)-1H-pyrazolo[4,3-c]pyridine